(2-methoxyphenyl)-N-propyl-2-(4-(trifluoromethyl)phenyl)Azole-4-carboxamide COC1=C(C=CC=C1)C1=C(NC=C1C(=O)NCCC)C1=CC=C(C=C1)C(F)(F)F